BrC(C(=O)N1CCN(C2=CC=CC=C12)C1=CC=CC=C1)C 2-bromo-1-(4-phenyl-3,4-dihydroquinoxalin-1(2H)-yl)propan-1-one